OC1CC(C1)(C(=O)OC)C methyl 3-hydroxy-1-methylcyclobutanecarboxylate